7-(2-((4-((1R,4R)-2,5-diazabicyclo[2.2.1]heptan-2-yl)-2-ethylphenyl)amino)-5-(trifluoromethyl)pyrimidin-4-yl)-2,3,4,5-tetrahydrothieno[2,3-f][1,4]thiazepine 1,1-dioxide [C@H]12N(C[C@H](NC1)C2)C2=CC(=C(C=C2)NC2=NC=C(C(=N2)C2=CC1=C(CNCCS1(=O)=O)S2)C(F)(F)F)CC